5-({4-[(5-chloro-2-furyl)methyl]-2-thienyl}carbonyl)pyrimidin ClC1=CC=C(O1)CC=1C=C(SC1)C(=O)C=1C=NC=NC1